5-{4-[(1-{[3-fluoro-4-(propan-2-yl)phenyl]carbamoyl}-D-prolyl)amino]phenyl}pyridine-2-carboxylic acid FC=1C=C(C=CC1C(C)C)NC(=O)N1[C@H](CCC1)C(=O)NC1=CC=C(C=C1)C=1C=CC(=NC1)C(=O)O